C12C(CC(C=C1)C2)N bicyclo[2.2.1]hept-5-ene-2-amine